C(C)(CC)C1=C(C(=CC(=C1)[N+](=O)[O-])[N+](=O)[O-])O (sec-butyl)-4,6-dinitrophenol